C1NCC12CCC(CC2)OC2CCN(CC2)C2=NC=C(C(=N2)NC=2C=C1C=C(C(N(C1=CC2)C(C)C)=O)OCC(=O)NC)Cl 2-[(6-[[2-(4-[2-azaspiro[3.5]non-7-yloxy]piperidin-1-yl)-5-chloropyrimidin-4-yl]amino]-1-isopropyl-2-oxoquinolin-3-yl)oxy]-N-methylacetamide